dodecyl-hydroxypropyl-dihydroxyethyl-methyl-ammonium methylsulfate COS(=O)(=O)[O-].C(CCCCCCCCCCC)[N+](C)(CC(O)O)CCCO